3-(4-chlorophenyl)isoxazolin ClC1=CC=C(C=C1)C1=NOCC1